5-methyl-2-(propan-2-yl)thiophen-3-amine hydrochloride Cl.CC1=CC(=C(S1)C(C)C)N